4-(1-((1-methyl-1H-imidazol-4-yl)sulfonyl)cyclobutyl)-N-(pyridazin-4-yl)piperidine-1-carboxamide CN1C=NC(=C1)S(=O)(=O)C1(CCC1)C1CCN(CC1)C(=O)NC1=CN=NC=C1